ClC1=NN2C(C=N1)=C(N=C2CC(C)C)F 2-chloro-5-fluoro-7-(2-methylpropyl)imidazo[4,3-f][1,2,4]triazine